2-(6-((2S,5R)-4-(1-(8-fluoro-3,3-dimethyl-2,3-dihydro-[1,4]dioxino[2,3-b]pyridin-6-yl)ethyl)-2,5-dimethylpiperazin-1-yl)-3,9-dimethyl-2-oxo-3,9-dihydro-2H-purin-8-yl)acetonitrile FC1=C2C(=NC(=C1)C(C)N1C[C@@H](N(C[C@H]1C)C=1C=3N=C(N(C3N(C(N1)=O)C)C)CC#N)C)OC(CO2)(C)C